9-ethylcarbazole-3-boronic acid C(C)N1C2=CC=CC=C2C=2C=C(C=CC12)B(O)O